O=C([C@@H](O)[C@@H](O)[C@H](O)[C@H](O)C(=O)[O-])[O-] D-mannarate